OC1(CC2=CC=CC=C2C=C1)O 2-hydroxy-2-hydroxynaphthalene